N=[S@](=O)(C=1C=NC(=NC1)N1CCN(CC1)[C@H](C)C=1C=CC2=C(N=C(S2)C)C1)C (R)-Imino(methyl)(2-(4-((R)-1-(2-methylbenzo[d]thiazol-5-yl)ethyl)piperazin-1-yl)pyrimidin-5-yl)-λ6-sulfanone